6-chloro-4-[(3S,4S)-4-(4-chloro-2-fluoro-anilino)-3-methyl-1-piperidyl]-1-methyl-2-oxo-1,5-naphthyridine-3-carbonitrile ClC=1N=C2C(=C(C(N(C2=CC1)C)=O)C#N)N1C[C@@H]([C@H](CC1)NC1=C(C=C(C=C1)Cl)F)C